ClC1=C2C=CC=NC2=C(C(=C1)C(NC(CCC)=O)C=1C=NC=CC1)O N-((5-chloro-8-hydroxyquinolin-7-yl)(pyridin-3-yl)methyl)butyramide